2,6-dichloro-4-(3,3-dichloroallyloxy)phenol ClC1=C(C(=CC(=C1)OCC=C(Cl)Cl)Cl)O